(S)-(-)-2-(hydroxymethyl) ethylene oxide OC[C@H]1CO1